2,4-diacetylphloroglucinol C(C)(=O)C1=C(O)C=C(C(=C1O)C(C)=O)O